ClC1=C(OCC=2C(=C(C(=O)O)C=CC2)F)C=CC(=C1)C(F)(F)F 3-((2-chloro-4-(trifluoromethyl)phenoxy)methyl)-2-fluorobenzoic acid